5-((1r,3r)-3-(methoxymethyl)cyclobutoxy)benzo[d]oxazole COCC1CC(C1)OC=1C=CC2=C(N=CO2)C1